(3R,4R)-4-(4,4-diethyl-2-imino-6-oxotetrahydropyrimidin-1(2H)-yl)-N-((3S,4R)-3-hydroxy-2,2-dimethylchroman-4-yl)-3-(methoxymethyl)chromane-6-carboxamide C(C)C1(NC(N(C(C1)=O)[C@@H]1[C@@H](COC2=CC=C(C=C12)C(=O)N[C@H]1[C@@H](C(OC2=CC=CC=C12)(C)C)O)COC)=N)CC